NC1=C(C(=O)NC)C=C(C=C1Br)F 2-amino-3-bromo-5-fluoro-N-methyl-benzamide